N1C(=NC2=C1C=CC=C2)C2=CC(=NN2CC2=CC=C(C=C2)OC)NC(C2=CC(=C(C=C2)OCCN2CCOCC2)Cl)=O N-[5-(1H-benzimidazol-2-yl)-1-[(4-methoxyphenyl)methyl]-pyrazol-3-yl]-3-chloro-4-(2-morpholinoethoxy)benzamide